C(#N)C1=C(C=CC=C1)C(C(C)C=1N(C(C(=C(N1)C(=O)O)OC)=O)C)C=1C=NN(C1)CC(C)(C)O 2-(1-(2-cyanophenyl)-1-(1-(2-hydroxy-2-methylpropyl)-1H-pyrazol-4-yl)propan-2-yl)-5-methoxy-1-methyl-6-oxo-1,6-dihydropyrimidine-4-carboxylic acid